C(C)(C)(C)C1=CC=C(C=C1)C=1N=NC(=CC1C1=CC=CC=C1)C1=CC=CC=C1 3-(4-(Tert-butyl)phenyl)-4,6-diphenylpyridazine